N[C@@H](CC(=O)O)C(=O)O.N[C@@H](CC1=CNC=N1)C(=O)O histidine-aspartate salt